NC([C@H](CCC(=O)OC(C)(C)C)N1C(C2=CC=CC(=C2C1)OCC1=CC=C(C=C1)SC1CN(C1)C1=C(C=C(C=C1)C#N)F)=O)=O Tert-butyl (S)-5-amino-4-(4-((4-((1-(4-cyano-2-fluorophenyl)azetidin-3-yl)thio)benzyl)oxy)-1-oxoisoindolin-2-yl)-5-oxopentanoate